5',6'-bis(4-(9H-carbazol-9-yl)phenyl)-4'-(benzo[d]oxazol-2-yl)-4,4''-di(9H-carbazol-9-yl)-[1,1':2',1''-terphenyl]-3'-carbonitrile C1=CC=CC=2C3=CC=CC=C3N(C12)C1=CC=C(C=C1)C=1C(=C(C(=C(C1C1=CC=C(C=C1)N1C2=CC=CC=C2C=2C=CC=CC12)C1=CC=C(C=C1)N1C2=CC=CC=C2C=2C=CC=CC12)C1=CC=C(C=C1)N1C2=CC=CC=C2C=2C=CC=CC12)C#N)C=1OC2=C(N1)C=CC=C2